2-((6-((5-chloro-2-(4-formylpiperidin-1-yl)pyrimidin-4-yl)amino)-1-isopropyl-2-oxo-1,2-dihydroquinolin-3-yl)oxy)-N-methylacetamide ClC=1C(=NC(=NC1)N1CCC(CC1)C=O)NC=1C=C2C=C(C(N(C2=CC1)C(C)C)=O)OCC(=O)NC